(1-(5-cyclopropyloxy-2-(1-methyl-1H-pyrazol-4-yl)-4-nitrophenyl)piperidin-4-yl)methanol C1(CC1)OC=1C(=CC(=C(C1)N1CCC(CC1)CO)C=1C=NN(C1)C)[N+](=O)[O-]